7-amino-5-bromo-3,4-dihydroisoquinolin-1(2H)-one NC1=CC(=C2CCNC(C2=C1)=O)Br